C1(CC1)C1=NC=NC(=C1C=1N=C(C2=C(N1)N=CC(=C2)F)OCC2=CC=C(C=C2)C=2N(C=C(N2)C(F)(F)F)C)OC 2-(4-cyclopropyl-6-methoxy-pyrimidin-5-yl)-6-fluoro-4-[[4-[1-methyl-4-(trifluoromethyl)imidazol-2-yl]phenyl]methoxy]pyrido[2,3-d]pyrimidine